Methyl 4-chloro-5-fluoro-2-((4-fluoro-2-(1-((2-(6-methoxy-3-nitropyridin-2-yl)-ethyl)amino)ethyl)phenyl)amino)benzoate ClC1=CC(=C(C(=O)OC)C=C1F)NC1=C(C=C(C=C1)F)C(C)NCCC1=NC(=CC=C1[N+](=O)[O-])OC